N1(CCNCC1)C1=NC=CC(=C1)C1=C2CNC(C2=CC=C1)=O 4-(2-(piperazin-1-yl)pyridin-4-yl)isoindolin-1-one